N-cyclopropyl-2-(difluoromethoxy)-6-methoxy-4-[7-[[(3S)-3-piperidyl]methoxy]imidazo[1,2-a]pyridin-3-yl]benzamide C1(CC1)NC(C1=C(C=C(C=C1OC)C1=CN=C2N1C=CC(=C2)OC[C@@H]2CNCCC2)OC(F)F)=O